methyl-3-(4-iodophenyl)-8-(3-((methylsulfonyl) oxy) propyl)-8-azabicyclo[3.2.1]octane-2-carboxylate COC(=O)C1C2CCC(CC1C1=CC=C(C=C1)I)N2CCCOS(=O)(=O)C